5-(7-chloro-4-(1H-imidazol-1-yl)quinolin-2-yl)-2-ethoxybenzoic acid ethyl ester C(C)OC(C1=C(C=CC(=C1)C1=NC2=CC(=CC=C2C(=C1)N1C=NC=C1)Cl)OCC)=O